N-[5-(7-fluoro-5-methoxy-1H-benzimidazol-2-yl)-1-methyl-pyrazol-3-yl]-6-[4-(2-methoxyethyl)piperazin-1-yl]pyridine-3-carboxamide FC1=CC(=CC2=C1NC(=N2)C2=CC(=NN2C)NC(=O)C=2C=NC(=CC2)N2CCN(CC2)CCOC)OC